Tetramethyl 6,6',6'',6'''-((((4-(benzyloxy)pyridine-2,6-diyl)bis(methylene))bis(azanetriyl))-tetrakis(methylene))tetrapicolinate C(C1=CC=CC=C1)OC1=CC(=NC(=C1)CN(CC1=CC=CC(=N1)C(=O)OC)CC1=CC=CC(=N1)C(=O)OC)CN(CC1=CC=CC(=N1)C(=O)OC)CC1=CC=CC(=N1)C(=O)OC